CC1=C(C2=C(N=C(N=C2)NC2=CC=C(C=C2)N2CCN(CC2)C)N=C1N)C#C[Si](C(C)C)(C(C)C)C(C)C 6-Methyl-N2-[4-(4-methylpiperazin-1-yl)phenyl]-5-[2-(triisopropylsilyl)ethynyl]pyrido[2,3-d]pyrimidine-2,7-diamine